COC1=NC=CC(=C1)C(CCC#N)=O 4-(2-methoxypyridin-4-yl)-4-oxobutyronitrile